C(C)C1=CC(=C(C=C1)C1=C(C=NN1C1CCOCC1)C(=O)N[C@@H]1C(NC2=C(C(=N1)C1=CC=CC=C1)C=CC=C2)=O)F 5-(4-Ethyl-2-fluorophenyl)-1-(oxan-4-yl)-N-[(3S)-2-oxo-5-phenyl-1,3-dihydro-1,4-benzodiazepin-3-yl]pyrazole-4-carboxamide